NCCCCNCCCN[C@@H]1C[C@@H]2C[C@H]([C@H]3[C@@H]4CC[C@H]([C@@H](CCC(C(C)C)(O)S(=O)(=O)[O-])C)[C@]4(CC[C@@H]3[C@]2(CC1)C)C)O (3β,5α,7α)-3-[[3-((4-aminobutyl)amino)propyl]amino]cholestane-7,24-diol-24-sulfonate